FC1=NC2=C(N1CC=1OC=CN1)C=C(C=C2)C(=O)O fluoro-1-(oxazol-2-ylmethyl)-1H-benzo[d]imidazole-6-carboxylic acid